zinc diformyl oxide C(=O)OC=O.[Zn]